C(C)(C)(C)OC(=O)N1C(CC(=CC1)OS(=O)(=O)C(F)(F)F)C 2-methyl-4-(((trifluoromethyl)sulfonyl)oxy)-3,6-dihydropyridine-1(2H)-carboxylic acid tert-butyl ester